p-trifluoromethyl-phenyl-phosphine oxide FC(C1=CC=C(C=C1)[PH2]=O)(F)F